CCCC(C(CCC)N)N octane-4,5-diamine